3-(5-(((1S,2S)-2-(((3-methoxycyclobutyl)methyl)amino)cyclohexyl)oxy)-1-oxoisoindolin-2-yl)piperidine-2,6-dione COC1CC(C1)CN[C@@H]1[C@H](CCCC1)OC=1C=C2CN(C(C2=CC1)=O)C1C(NC(CC1)=O)=O